C(C1=CC=CC=C1)OCC1(CC1)S(=O)(=O)\C=C(\C(F)(F)F)/O (Z)-1-((1-((Benzyloxy)methyl)cyclopropyl)sulfonyl)-3,3,3-trifluoroprop-1-en-2-ol